CC1=CC=C(C=C1)S(=O)(=O)Cl 4-methylbenzensulfonyl chloride